cyclobutane-dicarboxylic acid C1(CCC1)(C(=O)O)C(=O)O